(1r,4r)-N1-(8-(3-amino-4-fluorophenyl)-9-methyl-9H-purin-2-yl)-N4,N4-dimethylcyclohexane-1,4-diamine NC=1C=C(C=CC1F)C=1N(C2=NC(=NC=C2N1)NC1CCC(CC1)N(C)C)C